FC(CN1N=CC(=C1)NC1=NC=C(C(=N1)C1=CC(=C(C(=O)O)C=C1)F)F)F 4-(2-((1-(2,2-Difluoroethyl)-1H-pyrazol-4-yl)amino)-5-fluoropyrimidin-4-yl)-2-fluorobenzoic Acid